N1CCC(CC1)N1CC(C1)N1CCN(CC1)C1=CC=C(C=C1)N1CNCC=C1 1-(4-(4-(1-(piperidin-4-yl)azetidin-3-yl)piperazin-1-yl)phenyl)dihydropyrimidine